(S)-2-amino-4-((2-(3-methoxybenzamido)benzyl)(4-methoxybenzyl)amino)butanoic acid N[C@H](C(=O)O)CCN(CC1=CC=C(C=C1)OC)CC1=C(C=CC=C1)NC(C1=CC(=CC=C1)OC)=O